3,5-dicyclopropyl-1H-pyrazole C1(CC1)C1=NNC(=C1)C1CC1